N1N=C(N=C1)C1CCC(CC1)NC(=O)C1=C(C=2N(N=C1)C=C(C2)C2=C(C=NC=C2)F)NC(C)C N-((1r,4r)-4-(1H-1,2,4-triazol-3-yl)cyclohexyl)-6-(3-fluoropyridin-4-yl)-4-(isopropylamino)pyrrolo[1,2-b]pyridazine-3-carboxamide